N-(4-(chloromethyl)thiazol-2-yl)acetamide CC(=O)NC1=NC(=CS1)CCl